ClC1=C(C(=CC=C1)Cl)\C=C\C 1-(2,6-dichlorophenyl)-trans-1-propene